BrC1=CC=C(C=C1)[C@@H](CC(=O)N(C)C)O (R)-3-(4-bromophenyl)-3-hydroxy-N,N-dimethylpropionamide